butyl 7-(4-((9-cyclopentyl-7,7-difluoro-5-methyl-6-oxo-6,7,8,9-tetrahydro-5H-pyrimido[4,5-b][1,4]diazepin-2-yl)amino)-3-methoxybenzamido)-2-azaspiro[3.5]nonane-2-carboxylate C1(CCCC1)N1C2=C(N(C(C(C1)(F)F)=O)C)C=NC(=N2)NC2=C(C=C(C(=O)NC1CCC3(CN(C3)C(=O)OCCCC)CC1)C=C2)OC